C1(=CC=CC=C1)C(=N[C@@H](CC1=CC(=CC=C1)O)C(=O)OC)C1=CC=CC=C1 methyl N-(diphenylmethylidene)-3-hydroxyphenylalaninate